BrC1=CC(=NC=C1)NC1=CC(=CC=C1)S(=O)(=O)N1CCNCC1 4-bromo-N-(3-(piperazin-1-ylsulfonyl)phenyl)pyridin-2-amine